C1(=C(C=CC=C1)C#CC1=NNC2=CC=C(C=C12)C(=O)N1CC2(C1)CCN(CC2)C(=O)C2=CC=C(C=C2)CCC(=O)NC)C2=CC=CC=C2 3-(4-(2-(3-([1,1'-Biphenyl]-2-ylethynyl)-1H-indazole-5-carbonyl)-2,7-diazaspiro[3.5]nonane-7-carbonyl)phenyl)-N-methylpropanamide